1-(4-(4-(5-(2,6-difluorophenyl)-4,5-dihydroisoxazol-3-yl)thiazol-2-yl)piperidin-1-yl)-2-((6-(trifluoromethyl)pyridazin-3-yl)thio)ethan-1-one FC1=C(C(=CC=C1)F)C1CC(=NO1)C=1N=C(SC1)C1CCN(CC1)C(CSC=1N=NC(=CC1)C(F)(F)F)=O